O[C@H]1[C@H](CCCC1)NC(=O)C=1C=NC(=CC1)OCC=1C(=NOC1C)C=1C=NC(=CC1)C N-((1S,2R)-2-hydroxycyclohexyl)-6-((5-methyl-3-(6-methylpyridin-3-yl)isoxazol-4-yl)methoxy)pyridine-3-carboxamide